N[C@@H]1COC2=C1C=C(C=C2)C=2C=C1C(=NN(C1=CC2)C(C)C)COC2=C(C=CC=C2)CC(=O)O (S)-2-(2-((5-(3-amino-2,3-dihydrobenzofuran-5-yl)-1-isopropyl-1H-indazol-3-yl)methoxy)phenyl)acetic acid